OCCC=1N=C(SC1)C1CCN(CC1)C(=O)OC(C)(C)C tert-butyl 4-(4-(2-hydroxyethyl)thiazol-2-yl)piperidine-1-carboxylate